CC1=NC(=CC(=C1)C=1NC2=CC=C(C=C2C1C(C)C)C=1SC=2CN(CCC2N1)C(C)=O)C 1-(2-(2-(2,6-dimethylpyridin-4-yl)-3-isopropyl-1H-indol-5-yl)-6,7-dihydrothiazolo[5,4-c]pyridin-5(4H)-yl)ethan-1-one